2-deoxy-alpha-D-ribose 1-phosphate dicyclohexylamine salt C1(CCCCC1)NC1CCCCC1.P(=O)(O)(O)O[C@@H]1C[C@H](O)[C@H](O1)CO